S(=O)(=O)(O)C1=CC=C(C)C=C1.CN1CCCC1 N-methylpyrrolidine tosylate